(2R,3R,4R)-2-(2-(Furan-2-yl)-8-(hex-1-yn-1-yl)-6-(methylamino)-9H-purin-9-yl)tetrahydrofuran-3,4-diol O1C(=CC=C1)C1=NC(=C2N=C(N(C2=N1)[C@@H]1OC[C@H]([C@H]1O)O)C#CCCCC)NC